4-(2-formyl-4-nitrophenyl)piperazine-1-carboxylic acid-2-methylpropan-2-yl ester CC(C)(C)OC(=O)N1CCN(CC1)C1=C(C=C(C=C1)[N+](=O)[O-])C=O